5-(4-(azetidin-1-ylsulfonyl)phenyl)-4-(2-methoxyethoxy)-N-(4-((4-methylpiperazin-1-yl)methyl)phenyl)-7H-pyrrolo[2,3-d]pyrimidin-2-amine N1(CCC1)S(=O)(=O)C1=CC=C(C=C1)C1=CNC=2N=C(N=C(C21)OCCOC)NC2=CC=C(C=C2)CN2CCN(CC2)C